(S)-N-(5-(difluoromethoxy)-1H-pyrazol-3-yl)-6-((4-methylazepan-4-yl)oxy)pyrazin-2-amine FC(OC1=CC(=NN1)NC1=NC(=CN=C1)O[C@@]1(CCNCCC1)C)F